trans-1-hydroxy-1-(trifluoromethyl)-3-aminocyclobutane hydrochloride Cl.OC1(CC(C1)N)C(F)(F)F